(3S)-N-{4-methyl-3-[2-(4-methyl-1,2,4-triazol-3-yl)-6-(morpholin-4-yl)pyridin-4-yl]phenyl}-3-(2,2,2-trifluoroethyl)pyrrolidine-1-carboxamide CC1=C(C=C(C=C1)NC(=O)N1C[C@@H](CC1)CC(F)(F)F)C1=CC(=NC(=C1)N1CCOCC1)C1=NN=CN1C